allyl 3-(4-hydroxyphenyl)sulfonylazetidine-1-carboxylate OC1=CC=C(C=C1)S(=O)(=O)C1CN(C1)C(=O)OCC=C